C1=CC=CC=2SC3=CC=CC=C3N(C12)CCN[C@H](C)C1=CC=CC=C1 (R)-N-(2-(10H-phenothiazin-10-yl)ethyl)-1-phenylethan-1-amine